1-(tert-Butyl) 2-methyl (2S,3S)-4-methyl-2,3-dihydro-1H-pyrrole-1,2-dicarboxylate CC=1C[C@H](N(C1)C(=O)OC(C)(C)C)C(=O)OC